2-[3-(tert-butyl-diphenyl-silyloxy)-2-fluoro-2-methyl-propyl]-6-fluoro-3-methyl-2,3,4,9-tetrahydro-1H-β-carboline C(C)(C)(C)[Si](OCC(CN1CC=2NC3=CC=C(C=C3C2CC1C)F)(C)F)(C1=CC=CC=C1)C1=CC=CC=C1